C(C(=C(F)F)F)F Tetrafluoropropene